pyrido[4,3-b]-pyridine N1=C2C(=CC=C1)C=NC=C2